Nε-Nicotinyl-L-lysine C(C1=CN=CC=C1)NCCCC[C@H](N)C(=O)O